ClC1=NC(=CC(=C1)CS(=O)(=O)N)Cl (2,6-dichloropyridin-4-yl)methanesulfonamide